N1(CCOCC1)CCN1C=C(C2=CC=CC=C12)C(=O)C1=CC=C(C2=CC=CC=C12)C (1-(2-morpholin-4-ylethyl)indol-3-yl)-4-methylnaphthalen-1-ylmethanone